C(C)(C)(C)OC(=O)N1CC(C1)CNC1=C(C(=CC(=C1)Cl)F)NC1=C(C=CC=C1C)C(C)C 3-(((5-chloro-3-fluoro-2-((2-isopropyl-6-methylphenyl)amino)phenyl)amino)methyl)azetidine-1-carboxylic acid tert-butyl ester